OC1(C[C@@H]2[C@@H](CN(C2)CC(O)C2=CC=C(C=N2)O)C1)CC1=CC=C(C=C1)OC rac-6-{2-[(3aR,5R,6aS)-5-hydroxy-5-[(4-methoxyphenyl)methyl]-octahydrocyclopenta[c]pyrrol-2-yl]-1-hydroxyethyl}pyridin-3-ol